ClC1=CC(=C(C=C1)N1C[C@@H](OCC1)C(C)C)C(F)(F)F (S)-4-(4-chloro-2-(trifluoromethyl)phenyl)-2-isopropylmorpholine